2,2,2-trifluoroethyl (1R)-1-[(3S,5S)-5-(hydroxymethyl)-1-trityl-3-piperidyl]-2,4-dioxo-pyrimidine-5-carboxylate OC[C@H]1C[C@@H](CN(C1)C(C1=CC=CC=C1)(C1=CC=CC=C1)C1=CC=CC=C1)N1C(NC(C(=C1)C(=O)OCC(F)(F)F)=O)=O